S1C=[NH+]C=C1.C1=CC=C2C=CC3=CC=CC4=CC=C1C2=C34 pyrene-thiazolium salt